4-(trimethylsilyl)biphenylboronic acid C[Si](C=1C=C(C(=CC1)C1=CC=CC=C1)B(O)O)(C)C